1-[(12aR)-8,10-dichloro-9-(2-fluoro-6-hydroxyphenyl)-3,4,12,12a-tetrahydro-6H-pyrazino[2,1-c][1,4]benzooxazepin-2(1H)-yl]prop-2-en-1-one ClC=1C(=C(C2=C(CN3[C@@H](CO2)CN(CC3)C(C=C)=O)C1)Cl)C1=C(C=CC=C1O)F